CC1(OB(OC1(C)C)C1=CC=C2C=CC(NC2=C1)=O)C 7-(4,4,5,5-tetramethyl-1,3,2-dioxaborolan-2-yl)quinolone